N-cyclopropyl-5-{[(2R,3S)-2-methylazetidin-3-yl]oxy}pyridine-2-carboxamide hydrochloride Cl.C1(CC1)NC(=O)C1=NC=C(C=C1)O[C@@H]1[C@H](NC1)C